(R)-N-[(1R)-1-[4-(4-chloro-2,3,7,10-tetrazatricyclo[7.4.0.02,6]trideca-1(9),3,5,7-tetraen-10-yl)phenyl]-2,2,2-trifluoro-ethyl]-N-methyl-5-oxo-pyrrolidine-3-carboxamide ClC1=NN2C=3CCCN(C3C=NC2=C1)C1=CC=C(C=C1)[C@H](C(F)(F)F)N(C(=O)[C@H]1CNC(C1)=O)C